(3-methylphenyl)boranediol CC=1C=C(C=CC1)B(O)O